CC1(CCC1)C1=NC=C2C=NC(=NN21)SC 7-(1-methylcyclobutyl)-2-(methylsulfanyl)imidazo[4,3-f][1,2,4]triazine